O1COC2=C1C=CC=C2C2=NN(C1=NC(=CN=C12)N1CC2C(C2CC1)(C=1SC=C(N1)C)CNC(OC(C)(C)C)=O)C1OCCCC1 Tert-butyl ((3-(3-(benzo[d][1,3]dioxol-4-yl)-1-(tetrahydro-2H-pyran-2-yl)-1H-pyrazolo[3,4-b]pyrazin-6-yl)-7-(4-methylthiazol-2-yl)-3-azabicyclo[4.1.0]heptan-7-yl)methyl)carbamate